2-chloro-N-(3-chloro-4-methoxyphenyl)acetamide COC1=C(C=C(C=C1)NC(=O)CCl)Cl